ClC=1C=C(C=NC1)C1=NC(=C2N=CN(C2=N1)[C@H]1[C@@H]([C@@H]([C@H](O1)C(=O)NC)O)O)NC (2s,3s,4r,5r)-5-(2-(5-chloropyridin-3-yl)-6-(methylamino)-9H-purin-9-yl)-3,4-dihydroxy-N-methyltetrahydrofuran-2-carboxamide